(R)-6-((3-(4-(3-((2,5,7-trimethyl-[1,2,4]triazolo[1,5-a]pyrimidin-6-yl)oxy)pyrrolidin-1-yl)phenyl)bicyclo[1.1.1]pentan-1-yl)methyl)-2-oxa-6-azaspiro[3.3]heptane CC1=NN2C(N=C(C(=C2C)O[C@H]2CN(CC2)C2=CC=C(C=C2)C23CC(C2)(C3)CN3CC2(COC2)C3)C)=N1